Benzyl [2-(2-methoxyethylamino)ethyl]carbamate COCCNCCNC(OCC1=CC=CC=C1)=O